C(OCOCC([C@H](C[C@H]1C(N(CC1)C(C)=O)=O)NC([C@@H](NC(=O)C=1NC2=CC=CC(=C2C1)OC)CC(C)C)=O)=O)(OC)=O {[(3S)-4-[(3S)-1-acetyl-2-oxopyrrolidin-3-yl]-3-({N-[(4-methoxy-1H-indol-2-yl)carbonyl]-L-leucyl}amino)-2-oxobutyl]oxy}methyl methyl carbonate